1-((R)-2-(3-((2-((3S,4R)-3-fluoro-4-methoxypiperidin-1-yl)pyrimidin-4-yl)amino)-5-isopropyl-8-(3-((methylsulfonyl)methyl)azetidin-1-yl)isoquinolin-6-yl)piperidin-1-yl)but-2-yn-1-one F[C@H]1CN(CC[C@H]1OC)C1=NC=CC(=N1)NC=1N=CC2=C(C=C(C(=C2C1)C(C)C)[C@@H]1N(CCCC1)C(C#CC)=O)N1CC(C1)CS(=O)(=O)C